acryloyloxyethyl-oxazolidinone C(C=C)(=O)OCCN1C(OCC1)=O